CN\C(=C/C(=O)OC)\C methyl (Z)-3-(methylamino)but-2-enoate